rel-(1S,4S)-1-ethyl-N-(4-((S)-1-(2-methyl-1H-imidazol-1-yl)ethyl)phenyl)-2-oxabicyclo[2.2.1]heptane-4-carboxamide C(C)[C@]12OC[C@](CC1)(C2)C(=O)NC2=CC=C(C=C2)[C@H](C)N2C(=NC=C2)C |o1:2,5|